ClC=1C(=C(C#N)C=CC1)N1C(=CC(C2=C(N=CC(=C12)Cl)OCCOCCOCCOCCO)=O)C 3-chloro-2-(8-chloro-5-(2-(2-(2-(2-hydroxyethoxy)ethoxy)ethoxy)eth-oxy)-2-methyl-4-oxo-1,6-naphthyridin-1(4H)-yl)benzonitrile